FC1=CC=C2C(=C(N(C2=C1)[C@H](C)C1CCC(CC1)=O)C)C(=O)OC methyl (R)-6-fluoro-2-methyl-1-(1-(4-oxocyclohexyl)ethyl)-1H-indole-3-carboxylate